O([Si](C1=CC=CC=C1)(C1=CC=CC=C1)C(C)(C)C)C(C=O)C (tert-butyldiphenylsiloxy)propanal